CN(C(C=C)=O)C1CC(CC1)C(=O)C=1C=2N(C=C(N1)C=1C=NN(C1)C)N=CC2 rac-N-methyl-N-(3-(6-(1-methyl-1H-pyrazol-4-yl)pyrazolo[1,5-a]pyrazine-4-carbonyl)cyclopentyl)acrylamide